2-(chloromethyl)-3-[[1-(fluoromethyl)cyclopropyl]Methyl]imidazo[4,5-b]pyridine-5-carboxylic acid methyl ester COC(=O)C1=CC=C2C(=N1)N(C(=N2)CCl)CC2(CC2)CF